6-methyl-N-(5-(2-((3aR,5r,6aS)-2-(2,2,2-trifluoroethyl)octa-hydrocyclopenta[c]pyrrol-5-yl)ethoxy)-1H-indol-3-yl)-2-oxaspiro[3.3]heptane-6-carboxamide CC1(CC2(COC2)C1)C(=O)NC1=CNC2=CC=C(C=C12)OCCC1C[C@@H]2[C@@H](CN(C2)CC(F)(F)F)C1